N1N=CC2=CC(=CC=C12)C#CC1=NC(=NC=C1)C1=NC(=NC=C1)NCC1=C(C=CC=C1F)Cl 4-((1H-indazol-5-yl)ethynyl)-N-(2-chloro-6-fluorobenzyl)-[2,4'-bipyrimidin]-2'-amine